FC=1C=C(C=CC1C=1OC(=NN1)C)C1=CC(=NC=N1)NCCN1C(=CC2=C(C=CC=C12)OC)C {6-[3-FLuoro-4-(5-methyl-[1,3,4]oxadiazol-2-yl)-phenyl]-pyrimidin-4-yl}-[2-(4-methoxy-2-methyl-indol-1-yl)-ethyl]-amine